ClC=1C=C(C=C(C1OC=1C=C2C3=C(NC2=CC1)COCC3(C)C)Cl)N3N=C(C(NC3=O)=O)C(=O)N 2-(3,5-dichloro-4-((4,4-dimethyl-1,3,4,9-tetrahydropyrano[3,4-b]indol-6-yl)oxy)-phenyl)-3,5-dioxo-2,3,4,5-tetrahydro-1,2,4-triazine-6-carboxamide